(E)-2-benzylidenebutyraldehyde C(/C1=CC=CC=C1)=C(\C=O)/CC